1,1'-(3,3'-ditrifluoromethyl[1,1'-biphenyl]-4,4'-diyl)bis{4-amino-2-hydroxy-3-[(E)-diazenyl]naphthalene-1-sulfonic acid} FC(C=1C=C(C=CC1C1(C(C(=C(C2=CC=CC=C12)N)\N=N\[H])O)S(=O)(=O)O)C1=CC(=C(C=C1)C1(C(C(=C(C2=CC=CC=C12)N)\N=N\[H])O)S(=O)(=O)O)C(F)(F)F)(F)F